bisphenol-A phosphite P(O)(O)O.OC1=CC=C(C=C1)C(C)(C)C1=CC=C(C=C1)O